CC1=CC=CC(=N1)C=1N=C2N(CCCN2)C1C=1C=C2C=CC=NC2=CC1 6-[2-(6-methyl-pyridin-2-yl)-5,6,7,8-tetrahydro-imidazo[1,2-a]pyrimidin-3-yl]-quinoline